O.O.[Pt].C1(CCCCC1)(N)N Cyclohexanediamine platinum dihydrate